meta-tertiary butyl-toluene C(C)(C)(C)C=1C=C(C)C=CC1